N1=CC=C2N1CCCC2=N 6,7-dihydropyrazolo[1,5-a]pyridin-4(5H)-imine